C1(CCCC1)CCC(=O)C1=CC=2C(C3=CC(=CC=C3C2C=C1)[N+](=O)[O-])(C)C 3-cyclopentyl-1-(9,9-dimethyl-7-nitro-9H-fluoren-2-yl)propan-1-one